C(C)N1C2=C(OCC1=O)C(=CC(=C2)NC2=NC=C(C(=N2)C2=C(C=C(C=C2)F)OC)F)CN2CCN(CC2)C2CC2 4-Ethyl-6-((5-fluoro-4-(4-fluoro-2-methoxyphenyl)pyrimidin-2-yl)amino)-8-((4-cyclopropylpiperazin-1-yl)methyl)-2H-benzo[b][1,4]oxazin-3(4H)-one